O1CCN(CC1)C1=NC(=NC(=N1)N1CCOCC1)C=1C=CC2=C(N=C(O2)NCC2=CC=C(C=C2)[N+](=O)[O-])C1 5-(4,6-dimorpholino-1,3,5-triazin-2-yl)-N-(4-nitrobenzyl)benzo[d]oxazol-2-amine